tri-anilinoarsine N(C1=CC=CC=C1)[As](NC1=CC=CC=C1)NC1=CC=CC=C1